C(=C)C1=CC=C(C=C1)OB(O)O p-vinylphenyl-boric acid